CN1N=C2C(=C1S(=O)(=O)N1CCC3(CCC(C3)N3CCOCC3)CC1)COCC2 2-Methyl-3-((2-morpholino-8-azaspiro[4.5]decan-8-yl)sulfonyl)-2,4,6,7-tetrahydropyrano[4,3-c]pyrazole